C(=O)O.CN1CCC(CC1)CN1CCOC2(CN(C2)C2(C(NC(NC2=O)=O)=O)C2=CC=C(C=C2)OC2=CC=C(C=C2)OC(F)(F)F)C1 5-[8-[(1-methyl-4-piperidyl)methyl]-5-oxa-2,8-diazaspiro[3.5]nonan-2-yl]-5-[4-[4-(trifluoromethoxy)phenoxy]phenyl]hexahydropyrimidine-2,4,6-trione formic acid salt